2-butyl-1-(4-((pentylamino)methyl)benzyl)-1H-imidazo[4,5-d]thieno[3,2-b]pyridin-4-amine C(CCC)C1=NC=2C(=C3C(=NC2N)C=CS3)N1CC1=CC=C(C=C1)CNCCCCC